COC(=O)[C@@H]1N(CCC1)C(=O)OC(C)(C)C |r| (rac)-pyrrolidine-1,2-dicarboxylic acid 1-tert-butyl 2-methyl ester